BrCC=1C=CC(=NC1)OCCNC 2-((5-(bromomethyl)pyridin-2-yl)oxy)-N-methylethan-1-amine